(R)-5-methyl-2-(8-((1-methylpiperidin-3-yl)amino)imidazo[1,2-d][1,2,4]triazin-5-yl)phenol CC=1C=CC(=C(C1)O)C1=NN=C(C=2N1C=CN2)N[C@H]2CN(CCC2)C